N1-(2-(dimethylamino)ethyl)-5-methoxy-N1-methyl-N4-(4-(5'-methylspiro[cyclopentane-1,3'-pyrrolo[3,2-b]pyridin]-1'(2'H)-yl)pyrimidin-2-yl)benzene-1,2,4-triamine CN(CCN(C=1C(=CC(=C(C1)OC)NC1=NC=CC(=N1)N1CC2(C3=NC(=CC=C31)C)CCCC2)N)C)C